N=1C=CN2N=C(C=CC21)C2=CNC=1N=C(N=CC12)NC1CC(C1)(C)NC(C)=O N-((1r,3r)-3-((5-(imidazo[1,2-b]pyridazin-6-yl)-7H-pyrrolo[2,3-d]pyrimidin-2-yl)amino)-1-methylcyclobutyl)acetamide